6-(4-(1-(4-(2-fluorophenyl)piperazin-1-yl)ethyl)benzyl)benzo[cd]indol-2(1H)-one FC1=C(C=CC=C1)N1CCN(CC1)C(C)C1=CC=C(CC=2C=3C4=C(C(NC4=CC2)=O)C=CC3)C=C1